1-(4-(benzylamino)-7-((tetrahydrofuran-3-yl)amino)pyrrolo[2,1-f][1,2,4]triazin-2-yl)-2-methyl-1H-indole-4-carbonitrile C(C1=CC=CC=C1)NC1=NC(=NN2C1=CC=C2NC2COCC2)N2C(=CC=1C(=CC=CC21)C#N)C